4-{(S)-2-(4-(Ethoxycarbonyl)thiazol-2-yl)-2-[(S)-2-(methoxy-carbonyl)-3-phenylpropanamido]ethyl}phenylsulfamic acid C(C)OC(=O)C=1N=C(SC1)[C@H](CC1=CC=C(C=C1)NS(O)(=O)=O)NC([C@H](CC1=CC=CC=C1)C(=O)OC)=O